(3R,4R,5S)-4-acetamido-5-((4-fluoro-5-methyl-[1,1'-biphenyl]-3-yl)methyl)amino-3-(pentan-3-yloxy)cyclohex-1-en-1-carboxylic acid C(C)(=O)N[C@H]1[C@@H](C=C(C[C@@H]1NCC=1C=C(C=C(C1F)C)C1=CC=CC=C1)C(=O)O)OC(CC)CC